C(C)OC1=C(C(=O)NC2CNCC2)C=CC=C1 2-ethoxy-N-(pyrrolidin-3-yl)benzamide